2-[3'-(9H-carbazol-3-yl)-3,1'-biphenyl-yl]dibenzo[f,H]quinoxaline C1=CC(=CC=2C3=CC=CC=C3NC12)C=1C=C(C=CC1)C=1C=C(C=CC1)C1=NC2=C3C(=C4C(=C2N=C1)C=CC=C4)C=CC=C3